C(C)(C)(C)OC(=O)C1CNC2=C(C1)N(C(=C2)C(=O)O)C 6-(tert-butoxycarbonyl)-1-methyl-4,5,6,7-tetrahydro-1H-pyrrolo[2,3-e]pyridine-2-carboxylic acid